(1R,2S)-2-AMINO-4-METHYLENECYCLOPENTANECARBOXYLIC ACID N[C@@H]1[C@@H](CC(C1)=C)C(=O)O